4-Amino-3-methyl-N-(1-methyl-1H-pyrazol-4-yl)-N-((6-(trifluoromethyl)imidazolo[1,2-a]pyridin-2-yl)methyl)-1,3-dihydrofurano[3,4-c]quinolin-8-carboxamide NC1=NC=2C=CC(=CC2C2=C1C(OC2)C)C(=O)N(CC=2N=C1N(C=C(C=C1)C(F)(F)F)C2)C=2C=NN(C2)C